2H-thiopyran-4-carboxylic acid ethyl ester C(C)OC(=O)C1=CCSC=C1